O(6)-benzylguanine NC1N=C(OCC2C=CC=CC=2)C2N=CNC=2N=1